C(C)(C)C1=NC2=CC=CC=C2C(=N1)NC=1N=CN(C1)C1=CC(=C(C(=C1)OC)OC)OC 2-isopropyl-N-(1-(3,4,5-trimethoxyphenyl)-1H-imidazol-4-yl)quinazolin-4-amine